O1CCN(CC1)CC1=CC=C(C=C1)NC1=NC=CC2=CC=CC=C12 N-(4-(morpholinomethyl)phenyl)isoquinolin-1-amine